tert-Butyl 3-(4-acetylphenyl)propanoate C(C)(=O)C1=CC=C(C=C1)CCC(=O)OC(C)(C)C